O=C1N(C(C2=CC=CC=C12)=O)CCCC=CC=O 6-(1,3-dioxoisoindolin-2-yl)-2-hexen-1-one